NC=1C(NC(N(N1)C1=CC(=C(C(=C1)C)CC=1C=C2C3(C(NC2=CC1)=O)CC3)C)=O)=O 6-amino-2-(3,5-dimethyl-4-((2'-oxospiro[cyclopropane-1,3'-indolin]-5'-yl)methyl)phenyl)-1,2,4-triazine-3,5(2H,4H)-dione